The molecule is a phosphatidylglycerol (18:1/16:1) in which the 1- and 2-acyl groups are specified as oleoyl and (3E)-hexadecenoyl respectively. It has a role as a Brassica napus metabolite. It is a phosphatidylglycerol (18:1/16:1) and a L-alpha-phosphatidylglycerol. CCCCCCCCCCCC/C=C/CC(=O)O[C@H](COC(=O)CCCCCCC/C=C\\CCCCCCCC)COP(=O)(O)OCC(CO)O